(R)-3-(4-cyclobutylphenyl)-2-methylpropionaldehyde C1(CCC1)C1=CC=C(C=C1)C[C@H](C=O)C